N1=CN=C(C=C1N)N pyrimidine-4,6-diamine